N-(4-(1-(4-methoxybenzyl)-1H-1,2,3-triazol-4-yl)phenyl)-4,6-bis((4-methoxybenzyl)oxy)-2-(methylthio)pyrimidine-5-carboxamide COC1=CC=C(CN2N=NC(=C2)C2=CC=C(C=C2)NC(=O)C=2C(=NC(=NC2OCC2=CC=C(C=C2)OC)SC)OCC2=CC=C(C=C2)OC)C=C1